C(C)OC1=NC=2CCN(CC2C=C1NC1=NC2=C(C=CC=C2C=N1)C1=C(C=CC=C1)OC)C N-(2-ethoxy-6-methyl-5,6,7,8-tetrahydro-1,6-naphthyridin-3-yl)-8-(2-methoxyphenyl)quinazolin-2-amine